CN1CCN(CC1)C1=NNC2=C1C=NC=C2 3-(4-methylpiperazin-1-yl)-1H-pyrazolo[4,3-c]pyridin